3-{[4-(azetidin-3-yl)phenyl]amino}-5-[(3R)-3-(3-methyl-2-oxoimidazol-1-yl)piperidin-1-yl]pyrazine-2-carboxamide N1CC(C1)C1=CC=C(C=C1)NC=1C(=NC=C(N1)N1C[C@@H](CCC1)N1C(N(C=C1)C)=O)C(=O)N